[Si](C)(C)(C(C)(C)C)OCC1=C(C=CC=C1F)N[C@H](C)C=1C=C(C=C2C(N(C(=NC12)N1CCOCC1)C)=O)C (R)-8-(1-((2-(((tert-butyldimethylsilyl)oxy)methyl)-3-fluorophenyl)amino)ethyl)-3,6-dimethyl-2-morpholinoquinazolin-4(3H)-one